N-{(l)-1-[3-(1H-tetrazol-1-yl)phenyl]ethyl}pyrimidin-4-amine N1(N=NN=C1)C=1C=C(C=CC1)C(C)NC1=NC=NC=C1